2-[2-(tert-Butoxycarbonyl-methylamino)-ethoxy]-ethylmethanesulfonate C(C)(C)(C)OC(=O)N(CCOCCCS(=O)(=O)[O-])C